2-propanesulfonic acid sodium salt [Na+].CC(C)S(=O)(=O)[O-]